Tert-Butyl N-({3-Methoxy-4-[5-Methoxy-3-(Trifluoromethyl)Pyrazol-1-Yl]Phenyl}Methyl)Carbamate COC=1C=C(C=CC1N1N=C(C=C1OC)C(F)(F)F)CNC(OC(C)(C)C)=O